7-(naphthalen-1-ylmethyl)-5-oxo-8-(3-(trifluoromethyl)phenyl)-5H-thiazolo[3,2-a]pyridine-3-carboxylic acid C1(=CC=CC2=CC=CC=C12)CC=1C(=C2N(C(C1)=O)C(=CS2)C(=O)O)C2=CC(=CC=C2)C(F)(F)F